Cl.C1(=CC=CC=C1)NC=CC=NC1=CC=CC=C1 N-(3-phenylamino-2-propenylidene)aniline Hydrochloride